FC(C=O)(F)F.CN(CC#CC(=O)N([C@@H](C)C(=O)O)C)C N-(4-(dimethylamino)but-2-ynoyl)-N-methyl-L-alanine compound with 2,2,2-trifluoroacetaldehyde